FC1=C(CN2N=C(C=C2)[C@@H]([C@@](CN2N=NN=C2)(O)C2=C(C=C(C=C2)F)F)C)C(=CC=C1F)F (2R,3S)-3-(1-(2,3,6-trifluorobenzyl)-1H-pyrazol-3-yl)-2-(2,4-difluorophenyl)-1-(1H-tetrazol-1-yl)butan-2-ol